COC(C1=C(C=CC=C1)[C@@H]1N(C1)S(=O)C(C)(C)C)=O ((2S)-1-(tert-Butylsulfinyl)aziridin-2-yl)benzoic acid methyl ester